Tridecyl trimellitate (Tridecyl Trimellitate) C(CCCCCCCCCCCC)C1=C(C(C(=O)O)=CC=C1C(=O)O)C(=O)O.C(C=1C(C(=O)O)=CC(C(=O)O)=CC1)(=O)OCCCCCCCCCCCCC